C(C)(C)OCCN(CC[C@@H](C(=O)O)NC(=O)C=1N=C(OC1C(F)(F)F)C)CCCCC1=NC=2NCCCC2C=C1 (S)-4-((2-isopropoxyethyl)(4-(5,6,7,8-tetrahydro-1,8-naphthyridin-2-yl)butyl)amino)-2-(2-methyl-5-(trifluoromethyl)oxazole-4-carboxamido)butanoic acid